[N+](=O)([O-])CCN1CC=2N(CC1)N=C(C2)C(=O)OCC Ethyl 5-(2-Nitroethyl)-6,7-dihydro-4H-pyrazolo[1,5-a]pyrazine-2-carboxylate